4-amino-8-(2-cyclopropylpyridin-3-yl)-7-fluoro-N-propylisoquinoline-3-carboxamide NC1=C(N=CC2=C(C(=CC=C12)F)C=1C(=NC=CC1)C1CC1)C(=O)NCCC